glycine (aminooxyacetate) NOCC(=O)O.NCC(=O)O